CC(=CCC=1C(=C(C(=O)N(C)C)C(=CC1O)CCCCC)O)CCC=C(C)C 3-(3,7-dimethylocta-2,6-dien-1-yl)-2,4-dihydroxy-N,N-dimethyl-6-pentylbenzamide